FC1(OC2=C(O1)C=CC(=C2)/C=C/C(=O)N2CC1(C2)CN(CC1)C(=O)C1=NC=NC(=C1)C(C)(C)O)F (E)-3-(2,2-difluorobenzo[d][1,3]dioxol-5-yl)-1-(6-(6-(2-hydroxypropan-2-yl)pyrimidine-4-carbonyl)-2,6-diazaspiro[3.4]octan-2-yl)prop-2-en-1-one